C(N)(=O)C(CN1C(C2=CC=CC(=C2C1)C=1C=C(C=CC1)NC(=O)C1CCOCC1)=O)=C N-{3-[2-(2-carbamoyl-2-methylideneethyl)-1-oxo-2,3-dihydro-1H-isoindol-4-yl]phenyl}oxane-4-carboxamide